O1C(COCC1)COC1=CC(=C(C(=N1)CCC1=CC=C(OCC=2OC=C(N2)C(=O)OC)C=C1)CC)O Methyl 2-((4-(2-(6-((1,4-dioxan-2-yl)methoxy)-3-ethyl-4-hydroxypyridin-2-yl)ethyl)phenoxy)methyl)-oxazole-4-carboxylate